NC=1C=2N(C=CN1)C(=NC2C2=CC=C(C(=O)NC1=NC=CC(=C1)F)C=C2)[C@H]2N(CCC2)C(\C=C\COC)=O (S,E)-4-(8-amino-3-(1-(4-methoxybut-2-enoyl)pyrrolidin-2-yl)imidazo[1,5-a]pyrazin-1-yl)-N-(4-fluoropyridin-2-yl)benzamide